2H-indolium [NH+]=1CC=C2C=CC=CC12